[Cl-].CC(C(OC(C(=O)OC1CC2CCC(C1)[N+]21CCCC1)(C1=CC=CC=C1)C1=CC=CC=C1)OC(CCCCCCCCCCCCCCC)=O)C 3-(2-(2-methyl-1-(palmitoyloxy)propoxy)-2,2-diphenylacetoxy)spiro[bicyclo[3.2.1]octane-8,1'-pyrrolidin]-8-ium chloride